FC1=C(N)C(=CC(=C1)C)F 2,6-Difluoro-4-methylaniline